C1(=CC=CC=C1)CCCS(=O)(=O)Cl 3-phenylpropane-1-sulfonyl chloride